C(C)(C)(C)NS(=O)(=O)C1=C(C=CC(=C1)N1C(CCC1)=O)C1=CN=C(S1)C1=CC=C(C=C1)[N+](=O)[O-] N-tert-butyl-2-[2-(4-nitrophenyl)thiazol-5-yl]5-(2-oxopyrrolidin-1-yl)benzenesulfonamide